FC1(CCCC2C1NC(O2)=O)F 4,4-difluorohexahydrobenzo[d]oxazol-2(3H)-one